COC(=O)N1C[C@@H](OCC1)CC1=C(N=C2N1C=CC(=C2)C)C2=C(C=C(C=C2F)C=2NC=C(N2)C(F)(F)F)F (S)-2-((2-(2,6-difluoro-4-(4-trifluoromethyl-1H-imidazol-2-yl)phenyl)-7-methylimidazo[1,2-a]pyridin-3-yl)methyl)morpholine-4-carboxylic acid methyl ester